3-((5-Bromo-3-chloro-2-hydroxyphenyl)sulfonamido)-5-(1-cyanocyclohexyl)-2-hydroxybenzamide BrC=1C=C(C(=C(C1)S(=O)(=O)NC=1C(=C(C(=O)N)C=C(C1)C1(CCCCC1)C#N)O)O)Cl